FC1=C2C(=CC=NC2=C(C=C1F)[N+](=O)[O-])C 5,6-difluoro-4-methyl-8-nitroquinoline